2-ethyl-6-fluoro-4-(4-methylpiperazin-1-yl)indazole-7-carboxylic acid C(C)N1N=C2C(=C(C=C(C2=C1)N1CCN(CC1)C)F)C(=O)O